6-Bromo-3-chlorophenazin-1-ol BrC1=C2N=C3C=C(C=C(C3=NC2=CC=C1)O)Cl